C(C)(C)(C)N(C(=O)OCC=1C(=CC2=C(N=C(O2)C)C1)Cl)C1(CCN(CC1)C1=CN=C2C(=N1)N(C=C2Br)COCC[Si](C)(C)C)CO (6-chloro-2-methyl-1,3-benzoxazol-5-yl)methanol tert-butyl-N-[1-(7-bromo-5-{[2-(trimethylsilyl)ethoxy]methyl}-5H-pyrrolo[2,3-b]pyrazin-3-yl)-4-(hydroxymethyl)piperidin-4-yl]carbamate